5-(4-bromophenyl)-2-(((2-(dimethylamino)ethyl)amino)methylene)cyclohexane-1,3-dione BrC1=CC=C(C=C1)C1CC(C(C(C1)=O)=CNCCN(C)C)=O